Ethyl 2-((5-bromo-2-methylphenyl)(propyl)amino)thiazole-4-carboxylate BrC=1C=CC(=C(C1)N(C=1SC=C(N1)C(=O)OCC)CCC)C